BrC=1C(=NC(N(C1)CC)=O)OC 5-bromo-1-ethyl-4-methoxypyrimidin-2(1H)-one